6-((1-Cyanocyclopropyl)methoxy)-4-(6-(6-((6-methoxypyridin-3-yl)methyl-d2)-3,6-diazabicyclo[3.1.1]heptan-3-yl)pyridin-3-yl)pyrazolo[1,5-a]pyridine-3-carbonitrile C(#N)C1(CC1)COC=1C=C(C=2N(C1)N=CC2C#N)C=2C=NC(=CC2)N2CC1N(C(C2)C1)C([2H])([2H])C=1C=NC(=CC1)OC